ClC=1C=C2C(=CC(=NC2=CC1)C(F)(F)F)N[C@@H]1C[C@@H](CCC1)NC(=O)C=1C=NN(C1)CCC(F)(F)F N-[(1R,3S)-3-{[6-chloro-2-(trifluoromethyl)quinolin-4-yl]amino}cyclohexyl]-1-(3,3,3-trifluoropropyl)-1H-pyrazole-4-carboxamide